2-(Dimethylamino)-N-methyl-N-{4-[(7-{3-methyl-2-oxo-1,3-diazaspiro[4.4]nonan-1-yl}-5-[2-(triisopropylsilyl)ethynyl]pyrido[2,3-d]pyrimidin-2-yl)amino]phenyl}acetamide CN(CC(=O)N(C1=CC=C(C=C1)NC=1N=CC2=C(N1)N=C(C=C2C#C[Si](C(C)C)(C(C)C)C(C)C)N2C(N(CC21CCCC1)C)=O)C)C